COC(=O)C1CCN(CC1)CCC1=CC=C(C=C1)Br 1-(4-Bromobenzylmethyl)piperidine-4-carboxylic acid methyl ester